NCCN1C(=C(C(=C1COC)C1=CC=NC=C1)NC1=C(C(=CC=C1)F)F)C(=O)OCC ethyl 1-(2-aminoethyl)-3-((2,3-difluorophenyl)amino)-5-(methoxymethyl)-4-(pyridin-4-yl)-1H-pyrrole-2-carboxylate